4-(allyloxy)cyclohexanone C(C=C)OC1CCC(CC1)=O